3-methyl-6-(pyridin-4-yl)-2-((tetrahydro-2H-pyran-4-yl)ethynyl)imidazo[1,2-a]pyridine CC1=C(N=C2N1C=C(C=C2)C2=CC=NC=C2)C#CC2CCOCC2